methyl 2-(3-fluorophenyl)-6-[4-(morpholin-4-yl) phenyl]-3-oxo-2,3,4,5-tetrahydropyridazine-4-carboxylate FC=1C=C(C=CC1)N1N=C(CC(C1=O)C(=O)OC)C1=CC=C(C=C1)N1CCOCC1